[C@@H](C)(CC)OC1=NC=2N(C=C1C(=O)O)C=C(N2)C21COC(C2)(C1)CF |r| rac-(R)-7-(sec-butoxy)-2-(1-(fluoromethyl)-2-oxabicyclo[2.1.1]hexan-4-yl)imidazo[1,2-a]pyrimidine-6-carboxylic acid